COC1=CC=C(CN2N=CC(N(C2=O)CC2=CC=C(C=C2)OC)=O)C=C1 2,N4-bis(4-methoxybenzyl)-1,2,4-triazine-3,5(2H,4H)-dione